methyl-4-acetylbenzoic acid CC1=C(C(=O)O)C=CC(=C1)C(C)=O